O1CCC(CC1)OC=1C=CC(=NC1)C(=O)O 5-(oxan-4-yloxy)pyridine-2-carboxylic acid